COC(=O)C1=CC=2C=NC=C(C2S1)N.C1(CCCCC1)C1=C(C=CC=C1)C(F)(F)F 1-cyclohexyl-2-(trifluoromethyl)benzene methyl-7-aminothieno[3,2-c]pyridine-2-carboxylate